3-[4-(2-Acetyl-amino-phenoxymethyl)-[1,2,3]triazol-1-yl]-N-hydroxy-4-naphthalen-2-yl-butyramide C(C)(=O)C1=C(OC(C=2N=NN(C2)C(CC(=O)NO)CC2=CC3=CC=CC=C3C=C2)N)C=CC=C1